CC=1C=C(C=CC1C)C1=C(CCP(O1)(OCC)=O)[Se]C1=CC=CC=C1 6-(3,4-Dimethylphenyl)-2-ethoxy-5-(phenylselanyl)-3,4-dihydro-1,2-oxaphosphinine 2-oxide